[5,7-dihydroxy-2-(4-hydroxyphenyl)-6-methoxy-4-oxo-2,3-dihydro chromen-3-yl] acetate C(C)(=O)OC1C(OC2=CC(=C(C(=C2C1=O)O)OC)O)C1=CC=C(C=C1)O